C(C)OCC1(CN(CC1)C(C)C=1C=CC(=NC1)C)CCC=1N(C=CN1)C 5-(1-(3-(ethoxymethyl)-3-(2-(1-methyl-1H-imidazol-2-yl)ethyl)pyrrolidin-1-yl)ethyl)-2-methylpyridine